ClC=1C=C(C=C(C1)Cl)N1CCN(CC1)C(C(CC=C)C)=O 1-[4-(3,5-dichlorophenyl)piperazin-1-yl]-2-methyl-pent-4-en-1-one